C(CCCCCCCCCCC)C(C(=O)O)(CC(=O)O)S(=O)(=O)O.CN(C1=CC=C2C=C(NC2=C1)C(=O)N1CC2=C(NC=3C=CC(=CC23)OC)CC1)C [6-(Dimethylamino)-1H-indol-2-yl]-(8-methoxy-1,3,4,5-tetrahydropyrido[4,3-b]indol-2-yl)methanone Dodecyl-sulfosuccinate